O=C1NC(C(N1C1CC2(CC(C2)OC2=NC=CC=C2C(=O)N)C1)CCOCC(F)(F)F)=O 2-{[(αR)-6-{2,5-dioxo-4-[2-(2,2,2-trifluoroethoxy)-ethyl]imidazolidin-3-yl}spiro[3.3]-heptan-2-yl]oxy}-pyridine-3-carboxamide